CC1CC=CCCCCCCCC(OCC1)=O 13-methyl-oxacyclopentadec-10-en-2-one